para-azidomethyl-phenylalanine N(=[N+]=[N-])CC1=CC=C(C[C@H](N)C(=O)O)C=C1